(2R)-1-{(1R)-2-[4,6-bis(difluoromethyl)-1,3,5-triazin-2-yl]-6-chloro-2,3,4,9-tetrahydro-1H-pyrido[3,4-b]indol-1-yl}propan-2-ol FC(C1=NC(=NC(=N1)C(F)F)N1[C@@H](C=2NC3=CC=C(C=C3C2CC1)Cl)C[C@@H](C)O)F